[1,2,3]Triazol-4-amine N1N=NC(=C1)N